ClC=1C=C(C=NC1)C=1CN(C[C@@H](C1)C)C (R)-5'-chloro-1,5-dimethyl-1,2,5,6-tetrahydro-3,3'-bipyridine